1,1,2,3,4,4-hexachloro-2-butene ClC(C(=C(C(Cl)Cl)Cl)Cl)Cl